ClC=1C(=C(C=C2C=C(N=CC12)NC(=O)[C@H]1[C@@H](C1)C#N)N1C(OC[C@@H]1C)=O)F trans-N-(8-chloro-7-fluoro-6-((S)-4-methyl-2-oxooxazolidin-3-yl)isoquinolin-3-yl)-2-cyanocyclopropanecarboxamide